3-[6-[(E)-but-2-enyl]-7-oxo-1H-pyrrolo[2,3-c]pyridin-4-yl]-4-methoxy-N-propylbenzamide C(\C=C\C)N1C(C2=C(C(=C1)C=1C=C(C(=O)NCCC)C=CC1OC)C=CN2)=O